2-chloro-6-(furan-2-yl)nicotinonitrile ClC1=C(C#N)C=CC(=N1)C=1OC=CC1